N-(3-tributoxysilylpropyl)aniline C(CCC)O[Si](CCCNC1=CC=CC=C1)(OCCCC)OCCCC